NCCCN(CCCNC1=CC=NC2=CC(=C(C=C12)OC)OC)C N1-(3-aminopropyl)-N3-(6,7-Dimethoxyquinolin-4-yl)-N1-methylpropane-1,3-diamine